Cl.FCCOC1=CC=CC2=C1C1=C3C(CCNC3C2)=CC(=C1OC)O 11-(2-fluoroethoxy)-1-methoxy-5,6,6a,7-tetrahydro-4H-dibenzo[de,g]quinolin-2-ol hydrochloride